1,2-diphenyl-1,2-di(4-aminophenyl)ethylene C1(=CC=CC=C1)C(=C(C1=CC=C(C=C1)N)C1=CC=CC=C1)C1=CC=C(C=C1)N